C(C)(C)(CC(C)(C)C)C1=C(OC(=O)O)C=CC=C1 tert-octyl-phenoxycarboxylic acid